FCC1CC=2N=CN=C(C2CN1)C1CCN(CC1)S(=O)(=O)C 7-(Fluoromethyl)-4-(1-(methylsulfonyl)piperidin-4-yl)-5,6,7,8-tetrahydropyrido[4,3-d]-pyrimidine